2-(4-trifluoromethyl-benzylidene)malononitrile FC(C1=CC=C(C=C(C#N)C#N)C=C1)(F)F